glycyl-alpha-methyl-L-prolyl-L-glutamic acid NCC(=O)N1[C@@](CCC1)(C(=O)N[C@@H](CCC(=O)O)C(=O)O)C